P(=O)(O)(O)CC(=O)N[C@@H](CC(=O)[O-])C(=O)[O-] N-phosphonoacetyl-L-aspartate